dioleoyl-trimethylpropane ammonium [NH4+].C(CCCCCCC\C=C/CCCCCCCC)(=O)C(C(C)(C)C)(C)C(CCCCCCC\C=C/CCCCCCCC)=O